2-methyl-4-(4-nitropyrazol-1-yl)butan-2-ol CC(C)(CCN1N=CC(=C1)[N+](=O)[O-])O